tert-butyl-4-(3-(1-methyl-1H-indazol-6-yl)-1,4-dihydrothieno[2',3':4,5]cyclopenta[1,2-c]pyrazol-6-yl)piperidine-1-carboxylate C(C)(C)(C)OC(=O)N1CCC(CC1)C1=CC2=C(CC3=C2NN=C3C3=CC=C2C=NN(C2=C3)C)S1